(S)-3-(1H-benzo[d]imidazol-5-yl)-4-(4-(3,3-difluorobutoxy)-2-fluorophenyl)oxazolidin-2-one N1C=NC2=C1C=CC(=C2)N2C(OC[C@@H]2C2=C(C=C(C=C2)OCCC(C)(F)F)F)=O